ClCC(=O)N1CCC2(N(C(CS2)=O)CC=2OC(=CC2)C2=CC=CC3=C2OC2=C3C=CC=C2)CC1 8-(2-Chloroacetyl)-4-((5-(dibenzo[b,d]furan-4-yl)furan-2-yl)methyl)-1-thia-4,8-diazaspiro[4.5]decan-3-one